CCC(CCCCCCCCCCCCCCC)(O)O octadecane-3,3-diol